2-[4-[8-[3-chloro-4-[4-[(2S)-pyrrolidine-2-carbonyl]piperazine-1-carbonyl]anilino]imidazo[1,2-a]pyrazin-3-yl]-3-(trifluoromethyl)pyrazol-1-yl]acetonitrile ClC=1C=C(NC=2C=3N(C=CN2)C(=CN3)C=3C(=NN(C3)CC#N)C(F)(F)F)C=CC1C(=O)N1CCN(CC1)C(=O)[C@H]1NCCC1